2,4-dichloro-6-methyl-pyrido[2,3-d]pyrimidine ClC=1N=C(C2=C(N1)N=CC(=C2)C)Cl